2-allyl-6-[1-(3-fluoropropyl)-1H-indazol-5-ylamino]-1-[6-(4-piperidyloxy)-2-pyridyl]-1,2-dihydro-3H-1,2,5,7-tetraazainden-3-one C(C=C)N1N(C2=NC(=NC=C2C1=O)NC=1C=C2C=NN(C2=CC1)CCCF)C1=NC(=CC=C1)OC1CCNCC1